tert-butyl {(1R,2S,5S)-2-amino-5-[(dimethylamino)carbonyl]cyclohexyl}carbamate oxalate C(C(=O)O)(=O)O.N[C@@H]1[C@@H](C[C@H](CC1)C(=O)N(C)C)NC(OC(C)(C)C)=O